3-[5-(3-furylmethyl-amino)-3-pyridyl]phenol O1C=C(C=C1)CNC=1C=C(C=NC1)C=1C=C(C=CC1)O